CN([C@@H]1CN(CC1)[C@H]1CNCC1)C (3S,3'R)-N,N-Dimethyl-[1,3'-bipyrrolidin]-3-amine